C(C)(C)(C)OC(=O)N1CCN(CC1)C1=CC=CC=2N(C(NC21)=O)[C@@H]2CC[C@@H](CC2)C(=O)OC 4-[cis-1-(4-methoxycarbonylcyclohexyl)-2-oxo-3H-benzimidazol-4-yl]piperazine-1-carboxylic acid tert-butyl ester